tert-butyl (2S,6R*)-2-[(benzyloxy)methyl]-6-hydroxy-6-methyl-1,4-oxazepane-4-carboxylate C(C1=CC=CC=C1)OC[C@H]1OC[C@](CN(C1)C(=O)OC(C)(C)C)(C)O |o1:12|